CC1(C2=NCN([C@]3([C@H](O)[C@H](O)[C@@H](CO)O3)C(N)=O)C2=NC=N1)NC([C@@H](N)[C@H](O)C)=O 6-methyl-N6-Threonyl-carbamoyl-adenosine